N[C@H]1CC[C@H](CC1)NC1=NC=2N(C(=C1)NC1=CC(=CC=C1)F)N=CC2C2CC2 Cis-N5-(4-aminocyclohexyl)-3-cyclopropyl-N7-(3-fluorophenyl)pyrazolo[1,5-a]pyrimidine-5,7-diamine